C(#N)C=1C=NN2C1C(=NC(=C2)C=2C=NN(C2)C2CCN(CC2)C(=O)OC(C)(C)C)C2=CC=C(C=C2)N2CCC(CC2)(C(NC(C)C)=O)CC tert-butyl 4-[4-[3-cyano-4-[4-[4-ethyl-4-(isopropylcarbamoyl)-1-piperidyl]phenyl]pyrazolo[1,5-a]pyrazin-6-yl]pyrazol-1-yl]piperidine-1-carboxylate